C(OC1=CC=C(C=C1)[N+](=O)[O-])(OC1CC(C1)C(=O)N1CCCCC1)=O 4-nitrophenyl ((1r,3r)-3-(piperidine-1-carbonyl)cyclobutyl) carbonate